C(C)(C)(C)OC(=O)N1[C@@H](C[C@H](C1)NC(CCCCCCC(=O)OC)=O)C(N)=O (2S,4R)-2-carbamoyl-4-(8-methoxy-8-oxooctanoylamino)pyrrolidine-1-carboxylic acid tert-butyl ester